(S)-6-(cyclopropanecarboxamido)-4-((5,6-dimethyl-5,6-dihydrobenzo[h][1,6]naphthyridin-7-yl)amino)-N-(methyl-d3)pyridazine-3-carboxamide C1(CC1)C(=O)NC1=CC(=C(N=N1)C(=O)NC([2H])([2H])[2H])NC1=CC=CC2=C1N([C@H](C=1C=CC=NC21)C)C